(5-formyl-2-methoxyphenyl)boronic acid C(=O)C=1C=CC(=C(C1)B(O)O)OC